BrC1=C(C=C2C(=NC(=NC2=C1F)OC[C@H]1N(CCC1)C)N1CCN(CC1)C(=O)OC(C)(C)C)Cl tert-butyl (S)-4-(7-bromo-6-chloro-8-fluoro-2-((1-methylpyrrolidin-2-yl) methoxy)quinazolin-4-yl)piperazin-1-carboxylate